Phenyl (3'-(diethylamino)-3H-spiro[isobenzofuran-1,9'-xanthen]-6'-yl)carbamate C(C)N(C=1C=CC=2C3(C4=CC=C(C=C4OC2C1)NC(OC1=CC=CC=C1)=O)OCC1=CC=CC=C13)CC